(4-(2-Cyanoethyl)piperazin-1-yl)-N-(2-phenoxy-ethyl)-1H-benzo[d]imidazole-1-carboxamide C(#N)CCN1CCN(CC1)C1=NC2=C(N1C(=O)NCCOC1=CC=CC=C1)C=CC=C2